FC1(OC2=C(O1)C=CC(=C2)CC(=O)N)F (2,2-difluoro-1,3-benzodioxol-5-yl)acetamide